C(N)(=N)C=1C=C(SC1)[C@H](NC(=O)[C@H]1N(CC2(OCCO2)C1)C(CNC(CCCOC1=CC=CC=C1)=O)=O)C1=CC=CC=C1 (S)-N-((R)-(4-carbamimidoylthiophen-2-yl)(phenyl)methyl)-7-((4-phenoxybutanoyl)glycyl)-1,4-dioxa-7-azaspiro[4.4]nonane-8-carboxamide